(R)-N-((3-cyano-4-(((R)-4-(dimethylamino)-1-(4-fluorophenoxy)butan-2-yl)amino)-5-fluorophenyl)sulfonyl)-2-methyltetrahydro-2H-pyran-2-carboxamide C(#N)C=1C=C(C=C(C1N[C@@H](COC1=CC=C(C=C1)F)CCN(C)C)F)S(=O)(=O)NC(=O)[C@@]1(OCCCC1)C